5-(N-(2-(5-bromopyridin-3-yl)ethyl)sulfamoyl)-3-methylbenzofuran-2-carboxylic acid BrC=1C=C(C=NC1)CCNS(=O)(=O)C=1C=CC2=C(C(=C(O2)C(=O)O)C)C1